COC1=CC=C(C=N1)NC(=O)[C@@H]1[C@H]2[C@@H]3C[C@@H]3[C@@H]([C@@H]1C=1C=NC(=CC1)C)O2 (1S,2S,4R,5R,6S,7S)-N-(6-methoxypyridin-3-yl)-7-(6-methylpyridin-3-yl)-8-oxatricyclo[3.2.1.02,4]octane-6-carboxamide